FC=1C=CC(=C(C1)[C@H](C(=O)NC=1SC=CN1)N1N=C2C=CC=CC2=C1)OC |r| (2RS)-2-(5-fluoro-2-methoxyphenyl)-2-(2H-indazol-2-yl)-N-(thiazol-2-yl)acetamide